CC(C)C(=C)C(=O)N isopropylacrylamide